[2-[2-[2-(tertbutoxycarbonylamino)ethoxy]ethyl]pyrazol-3-yl]boronic acid C(C)(C)(C)OC(=O)NCCOCCN1N=CC=C1B(O)O